N-(1-cyclopropylcyclopropyl)pivalamide tert-butyl-1-fluoro-9-hydroxy-6,7,8,9-tetrahydro-5H-5,8-epiminocyclohepta[c]pyridine-10-carboxylate C(C)(C)(C)OC(=O)N1C2CCC1C(C=1C(=NC=CC12)F)O.C1(CC1)C1(CC1)NC(C(C)(C)C)=O